(R)-N-(1-(2-methyl-3-(trifluoromethyl)phenyl)ethyl)-3-morpholinoimidazo[1,2-a]pyrido[4,3-e]pyrimidin-5-amine CC1=C(C=CC=C1C(F)(F)F)[C@@H](C)NC1=NC=2N(C3=C1C=C(N=C3)N3CCOCC3)C=CN2